N1CCNCC1 piperazin